(S)-N-(1-phenylethyl)acetamide methyl-5-ethynyl-4-methoxypicolinate COC(C1=NC=C(C(=C1)OC)C#C)=O.C1(=CC=CC=C1)[C@H](C)NC(C)=O